methyl 4-((N-(2,4-difluorophenyl)morpholine-4-carboxamido)methyl)benzoate Methyl-4-(((2,4-difluorophenyl)((4-nitrophenoxy)carbonyl)amino)methyl)benzoate COC(C1=CC=C(C=C1)CN(C(=O)OC1=CC=C(C=C1)[N+](=O)[O-])C1=C(C=C(C=C1)F)F)=O.FC1=C(C=CC(=C1)F)N(C(=O)N1CCOCC1)CC1=CC=C(C(=O)OC)C=C1